3-Amino-N-carbamimidoyl-6-phenyl-5-(4-phenylpiperidin-1-yl)pyrazine-2-carboxamide NC=1C(=NC(=C(N1)N1CCC(CC1)C1=CC=CC=C1)C1=CC=CC=C1)C(=O)NC(N)=N